N-allyl-4-methyl-N-(4-methyl-2-(1-phenylvinyl)phenyl)benzenesulfonamide C(C=C)N(S(=O)(=O)C1=CC=C(C=C1)C)C1=C(C=C(C=C1)C)C(=C)C1=CC=CC=C1